ClC=1C=C(C=CC1Cl)C1=CC2=C(N=C(S2)NC(=O)C2C(C3C=CC2C3)C(=O)O)C=C1 3-[[6-(3,4-dichlorophenyl)-1,3-benzothiazol-2-yl]carbamoyl]bicyclo[2.2.1]hept-5-ene-2-carboxylic acid